fluorobiphenyl-boric acid B(O)(O)O.FC1=C(C=CC=C1)C1=CC=CC=C1